2-amino-4-(butylamino)-6-(4-(pyrrolidin-1-ylmethyl)benzyl)pyridine NC1=NC(=CC(=C1)NCCCC)CC1=CC=C(C=C1)CN1CCCC1